C1(=CC=CC=C1)/C(/C=O)=C\C 2-Phenylcrotonaldehyde